C(C=C)(=O)NCCC[Si](OCC)(OCC)C 3-acrylamidopropylmethyldiethoxysilane